C(C)(C)(C)NC(=O)NC=1C=C2CCC(N(C2=CC1)CC1=C(C=CC(=C1)C)F)=O 1-(tert-butyl)-3-(1-(2-fluoro-5-methylbenzyl)-2-oxo-1,2,3,4-tetrahydroquinolin-6-yl)urea